3-(1,1-difluoro-2-(4-hydroxy-4-(hydroxymethyl)piperidin-1-yl)-2-oxoethyl)-4-fluoro-N-(1-methyl-1H-pyrazol-4-yl)benzamide FC(C(=O)N1CCC(CC1)(CO)O)(F)C=1C=C(C(=O)NC=2C=NN(C2)C)C=CC1F